bromo-2-fluoro-3-methylbenzaldehyde BrC1=C(C(=C(C=O)C=C1)F)C